FC1=C(CNC(=O)C2CCN(CC2)C2=NC=C(N=C2)C(F)(F)F)C=CC(=C1C=1NC(C=C(N1)C(F)(F)F)=O)C(F)(F)F N-{2-fluoro-3-[6-oxo-4-(trifluoromethyl)-1,6-dihydropyrimidin-2-yl]-4-(trifluoromethyl)benzyl}-1-[5-(trifluoromethyl)pyrazin-2-yl]piperidine-4-carboxamide